ClC1=C(C(=O)C2=CNC3=NC=C4C(=C32)NN(C4=O)C4CCC3(CCN(C3)C)CC4)C=CC(=C1)OC1=CC=CC=C1 8-(2-chloro-4-phenoxybenzoyl)-2-((5r,8r)-2-methyl-2-azaspiro[4.5]Decan-8-yl)-1,6-dihydropyrazolo[3,4-d]Pyrrolo[2,3-b]Pyridin-3(2H)-one